CC(C)(C)C1=C(C=CC=C1)S(=O)(=O)C1=CC=C(C=C1)NC(C1=C(C(=C(C(=C1)CC1=C(C=CC=C1)C(C)C)O)O)O)=O N-[4-[[2-(1,1-dimethylethyl)phenyl]sulfonyl]phenyl]-2,3,4-trihydroxy-5-[[2-(1-methylethyl)phenyl]methyl]benzamide